C(C)C1N2C(=CC=3C=CN=C(NC1)C32)C3=NC2=C(N3C)C(=CC(=C2)C=O)F (2-(3-ethyl-4,5-dihydro-3H-2a,5,6-triazaacenaphthylen-2-yl)-7-fluoro-1-methyl-1H-benzo[d]imidazol-5-yl)methanone